NC=1N=C(SC1C(=O)C1=CC(=NO1)C(=O)NC1CC(C1)(F)F)N(C1=CC(=C(C=C1)F)F)[C@H](C(=O)N)C (S)-5-[4-amino-2-(N-(2-amino-1-methyl-2-oxo-ethyl)-3,4-difluoro-anilino)thiazole-5-carbonyl]-N-(3,3-difluorocyclobutyl)isoxazole-3-carboxamide